N-(3-(2,6-dioxopiperidin-3-yl)phenyl)-8-(piperidin-1-yl)octanamide tert-butyl-3-[4-(3-chloro-2-fluoro-anilino)quinazolin-6-yl]piperidine-1-carboxylate C(C)(C)(C)OC(=O)N1CC(CCC1)C=1C=C2C(=NC=NC2=CC1)NC1=C(C(=CC=C1)Cl)F.O=C1NC(CCC1C=1C=C(C=CC1)NC(CCCCCCCN1CCCCC1)=O)=O